Cl.FC=1C(=CC2=C(C1)[C@@H]1NC[C@@H](C[C@@H]1O2)C)C(F)(F)F (3R,4aS,9bS)-8-fluoro-3-methyl-7-(trifluoromethyl)-1,2,3,4,4a,9b-hexahydrobenzofuro[3,2-b]pyridine hydrochloride